(2-amino-3-fluorophenyl)methanol NC1=C(C=CC=C1F)CO